C(CCC)[C@@H]1N=C(C2=CC=C(C=C2C1)OC)C1=CC(=NC=C1)C (S)-3-butyl-6-methoxy-1-(2-methylpyridin-4-yl)-3,4-dihydroisoquinoline